3-(1-cyclopropyl-1H-pyrazol-4-yl)phenyl(carbamoyl)cyclohexyl 3-hydroxyazetidine-1-carboxylate OC1CN(C1)C(=O)OC1(C(CCCC1)C1=CC(=CC=C1)C=1C=NN(C1)C1CC1)C(N)=O